C1(CC1)C=1OC2=C(C=CC=3C=CNC23)N1 cyclopropyl-oxazoloindole